cresol sodium salt CC1=CC=C(C=C1)O.CC1=CC(=CC=C1)O.CC1=CC=CC=C1O